2-benzyl-4,5-dichloropyridazin-3-one C(C1=CC=CC=C1)N1N=CC(=C(C1=O)Cl)Cl